4-(N-(3-(3-chlorophenyl)-1-methyl-1H-indol-5-yl)sulfamoyl)-N-hydroxybenzoamide ClC=1C=C(C=CC1)C1=CN(C2=CC=C(C=C12)NS(=O)(=O)C1=CC=C(C(=O)NO)C=C1)C